7-bromo-4-chloro-5,8-difluoro-2-(methylthio)quinazoline BrC1=CC(=C2C(=NC(=NC2=C1F)SC)Cl)F